2-(5-(prop-2-yn-1-yloxy)-1,3,4-oxadiazol-2-yl)-N-(4-(trifluoromethyl)phenyl)aniline C(C#C)OC1=NN=C(O1)C1=C(NC2=CC=C(C=C2)C(F)(F)F)C=CC=C1